pentaerythritol tetra(3-laurylthioacrylate) C(CCCCCCCCCCC)C=CC(=S)OCC(COC(C=CCCCCCCCCCCCC)=S)(COC(C=CCCCCCCCCCCCC)=S)COC(C=CCCCCCCCCCCCC)=S